ClC1=CNC=2N=C(N=C(C21)NCC(C)C)NC2=CC=C(C1=C2OCCO1)C(=O)N1CCOCC1 (8-((5-chloro-4-(isobutylamino)-7H-pyrrolo[2,3-d]pyrimidin-2-yl)amino)-2,3-dihydrobenzo[b][1,4]dioxin-5-yl)(morpholino)methanone